3-benzyl-5-phenyl-1-[3-(triethoxysilyl)propyl]-1,2,4-triazole C(C1=CC=CC=C1)C1=NN(C(=N1)C1=CC=CC=C1)CCC[Si](OCC)(OCC)OCC